racemic-3-(3-chloro-4-fluoro-phenyl)-1-methyl-1-[1-(4-oxo-3H-phthalazin-1-yl)ethyl]urea ClC=1C=C(C=CC1F)NC(N([C@H](C)C1=NNC(C2=CC=CC=C12)=O)C)=O |r|